3,5-dichloroquinolin ClC=1C=NC2=CC=CC(=C2C1)Cl